tert-butyl-pyrrolo[2,3-c]pyridine-1-carboxylic acid tert-butyl ester C(C)(C)(C)OC(=O)N1C(=CC=2C1=CN=CC2)C(C)(C)C